3-(2-azidoethyl)-2-methyl-1-p-toluenesulfonyl-1H-pyrrolo[3,2-c]pyridine N(=[N+]=[N-])CCC1=C(N(C2=C1C=NC=C2)S(=O)(=O)C2=CC=C(C)C=C2)C